ClC1=C(C=C(C=C1)N)C1=NC2=C(N1)C=CC=C2 2-(2-chloro-5-aminophenyl)-1H-benzimidazole